silicon benzaldehyde C(C1=CC=CC=C1)=O.[Si]